5-(2-(dimethylamino)ethoxy)-2-methyl-N-((1R)-1-(3-(1-(tetrahydrofuran-3-yl)-1H-pyrazol-4-yl)-5-(thiophen-2-yl)phenyl)ethyl)benzamide CN(CCOC=1C=CC(=C(C(=O)N[C@H](C)C2=CC(=CC(=C2)C=2SC=CC2)C=2C=NN(C2)C2COCC2)C1)C)C